BrCC=1C=C(C(=C(C1)F)OC)[N+](=O)[O-] 5-(bromomethyl)-1-fluoro-2-methoxy-3-nitro-benzene